(allyloxy)-2-bromobenzene C(C=C)OC1=C(C=CC=C1)Br